NC1=NN2C(N=CC=C2)=C1C(=O)NC(C)C=1C=C(C2=CNN=C2C1N1CCC(CC1)S(=O)(=O)N(C)C)Cl 2-Amino-N-[1-(4-chloro-7-{4-[(dimeth-ylamino)sulfonyl]piperidin-1-yl}-2H-indazol-6-yl)ethyl]pyrazolo[1,5-a]-pyrimidine-3-carboxamide